NC=1C(N(C=CC1)C1=NN(N=C1)C)=O 3-Amino-1-(2-methyl-2H-1,2,3-triazol-4-yl)pyridin-2(1H)-one